N1-(1H-Benzimidazol-5-yl)-1-[4-(5-cyclopropylthiophen-3-yl)phenyl]ethane-1,2-diamine N1C=NC2=C1C=CC(=C2)NC(CN)C2=CC=C(C=C2)C2=CSC(=C2)C2CC2